2-(2-(Cyclohept-1-en-1-yl)-5-ethyl-6-(4-(3-hydroxypicolinyl)piperazin-1-yl)-7-oxo-[1,2,4]triazolo[1,5-a]pyrimidin-4(7H)-yl)-N-(4-(pentafluoro-λ6-sulfanyl)phenyl)acetamide C1(=CCCCCC1)C1=NN2C(N(C(=C(C2=O)N2CCN(CC2)CC2=NC=CC=C2O)CC)CC(=O)NC2=CC=C(C=C2)S(F)(F)(F)(F)F)=N1